[H-].[Zr+4].[H-].[H-].[H-] Zirconium hydrid